COC(CC1N[C@@H](CN(C1)CC1=CC=CC=C1)C)=O 2-[(6R)-4-benzyl-6-methyl-piperazin-2-yl]acetic acid methyl ester